[1,1'-biphenyl]-3,5-dicarboxylic acid dimethyl ester COC(=O)C=1C=C(C=C(C1)C(=O)OC)C1=CC=CC=C1